ClC1=C(N(N=C1)C)C=1C=C(C=CC1OC)NC(=O)NC1=CC(=CC(=C1)F)F 1-[3-(4-Chloro-2-methyl-2H-pyrazol-3-yl)-4-methoxy-phenyl]-3-(3,5-difluoro-phenyl)-urea